[N+](=O)([O-])C1=C(C2=C(CN3C4=C(CN2C3)C=CC(=C4C)[N+](=O)[O-])C=C1)C 3,9-Dinitro-4,10-dimethyl-6H,12H-5,11-methanodibenzo[1,5]-diazocine